tert-butyl 4-(6-chloro-2-methyl-5-((2-(trifluoromethyl)pyridin-3-yl)methoxy)benzofuran-3-carboxamido)-3,3-difluoropiperidine-1-carboxylate ClC1=CC2=C(C(=C(O2)C)C(=O)NC2C(CN(CC2)C(=O)OC(C)(C)C)(F)F)C=C1OCC=1C(=NC=CC1)C(F)(F)F